ClC=1C(=CC2=C(NC(=N2)O[C@H]2[C@@H]3[C@H](OC2)[C@@H](CO3)O)C1)C1=CC=C(C=C1)C1=CC=C(C=C1)C(=O)NCP(O)(O)=O ((4'-(6-chloro-2-(((3r,3ar,6r,6ar)-6-hydroxyhexahydrofuro[3,2-b]furan-3-yl)oxy)-1H-benzo[d]imidazol-5-yl)-[1,1'-biphenyl]-4-carboxamido)methyl)phosphonic acid